N(N)=N hydrazinimine